C(CCCCCCC(C)C)C1=C(C(=O)O)C=CC=C1.C(C1=CC=CC=C1)(=O)OCCCCCCCC(C)C isodecyl benzoate (r-isodecyl benzoate)